F[C@@H]1[C@H]2CC[C@@H](C[C@@H]1N(C1=CC=CN=N1)C)N2 6-(((1R,2R,3S,5S)-2-fluoro-8-azabicyclo[3.2.1]octan-3-yl)(methyl)amino)pyridazin